NC1=NC=NC2=C1C1=C(CCCN3C1=CC=1C=CC(=CC31)C(=O)NC3=NN(C=C3)CC(=O)N(C)C)N2C(C)C 1-amino-N-(1-(2-(dimethylamino)-2-oxoethyl)-1H-pyrazol-3-yl)-5-isopropyl-5,6,7,8-tetrahydropyrimido[5'',4'':4',5']pyrrolo[3',2':3,4]azepino[1,2-a]indole-11-carboxamide